4-((5-isopropyl-6-methoxypyridin-3-yl)methyl)-3,5-dimethylaniline C(C)(C)C=1C=C(C=NC1OC)CC1=C(C=C(N)C=C1C)C